C(C)(C)(C)OC(N(CCCC)CC1=C(C=CC=C1)Br)=O (2-Bromobenzyl)(butyl)carbamic acid tert-butyl ester